2-(methoxymethyl)-N7-spiro[1,3-dithiolane-2,1'-indane]-2'-yl-pyrazolo[1,5-a]pyrimidine-3,7-dicarboxamide COCC1=NN2C(N=CC=C2C(=O)NC2C3(C4=CC=CC=C4C2)SCCS3)=C1C(=O)N